propylene glycol e-t-butyl ether C(C)(C)(C)OCC(C)O